C(C)(=O)O.C1(CCCCC1)N cyclohexanamine acetate